5,4'-dihydroxyflavone OC1=C2C(C=C(OC2=CC=C1)C1=CC=C(C=C1)O)=O